NC=1C=C(C(=NC1)C1=CC=C(N=N1)N1CC(N(CC1)C(=O)OC(C)(C)C)C)OCOC tert-butyl 4-(6-(5-amino-3-(methoxymethoxy)pyridin-2-yl)pyridazin-3-yl)-2-methylpiperazine-1-carboxylate